4-(amino-methyl)pyridin-2(1H)-one hydrochloride Cl.NCC1=CC(NC=C1)=O